N1C(=NC2=C1C=CC=C2)CCNCCC=2SC=1N=C(N=C(C1N2)NCC2=NC=CC=C2F)O 2-(2-{[2-(1H-1,3-benzodiazol-2-yl)ethyl]amino}ethyl)-7-{[(3-fluoropyridin-2-yl)methyl]amino}-[1,3]thiazolo[5,4-d]pyrimidin-5-ol